4-(4-morpholinylacetyl)-morpholine N1(CCOCC1)CC(=O)N1CCOCC1